(methoxymethyl)-6-methyl-1,4,5,7-tetrahydroindazole-3-carboxylic acid COCN1N=C(C=2CCC(CC12)C)C(=O)O